pyran-5-carboxylate O1CC=CC(=C1)C(=O)[O-]